3-[3-(azetidin-1-yl)phenyl]-1-(4-chlorophenyl)urea N1(CCC1)C=1C=C(C=CC1)NC(NC1=CC=C(C=C1)Cl)=O